(2-(benzyloxy)-4,6-dihydroxy-3-methylphenyl)(3-(hydroxymethyl)-3,4-dihydroisoquinolin-2(1H)-yl)methanone C(C1=CC=CC=C1)OC1=C(C(=CC(=C1C)O)O)C(=O)N1CC2=CC=CC=C2CC1CO